6-(6-chloro-4-methylpyridin-3-yl)benzo[d]oxazol-2(3H)-one ClC1=CC(=C(C=N1)C1=CC2=C(NC(O2)=O)C=C1)C